3-((3-oxa-8-azabicyclo[3.2.1]oct-8-yl)sulfonyl)aniline C12COCC(CC1)N2S(=O)(=O)C=2C=C(N)C=CC2